benzyl (2-{[4-(4-acetylphenyl)tetrahydro-2H-pyran-4-yl](trifluoroacetyl)amino}ethyl)carbamate C(C)(=O)C1=CC=C(C=C1)C1(CCOCC1)N(CCNC(OCC1=CC=CC=C1)=O)C(C(F)(F)F)=O